2-(3-(2-fluorophenyl)phenyl)pyridine FC1=C(C=CC=C1)C=1C=C(C=CC1)C1=NC=CC=C1